BrC=1C(N(C(=CC1OCC=1C=NC=CC1F)C)C1=CC(=NC=C1C)C1=NC(=CC=C1C)C(C)(C)O)=O (M)-3-bromo-4-((4-fluoropyridin-3-yl)methoxy)-6''-(2-hydroxypropan-2-yl)-3'',5',6-trimethyl-2H-[1,4':2',2''-terpyridin]-2-one